4-(8-((5-chloro-6-fluoro-1H-indazol-4-yl)oxy)-3-cyano-2-hydroxy-1,7-naphthyridin-4-yl)piperazine-1-carboxylic acid tert-butyl ester C(C)(C)(C)OC(=O)N1CCN(CC1)C1=C(C(=NC2=C(N=CC=C12)OC1=C2C=NNC2=CC(=C1Cl)F)O)C#N